COC=1C=C(C=CC1OC)C=1OC2=CC(=C(C(=C2C(C1)=O)OC)[C@H]1[C@@H]([C@H]([C@@H]([C@H](O1)C(=O)OC)O)O)O)OC Methyl (2S,3S,4R,5R,6S)-6-(2-(3,4-dimethoxyphenyl)-5,7-dimethoxy-4-oxo-4H-chromen-6-yl)-3,4,5-trihydroxytetrahydro-2H-pyran-2-carboxylate